COC(C1=CC=C(C=C1)C=1N=C(C2=C(N1)C(=NO2)C2CCCC2)N2CCOCC2)=O 4-(3-cyclopentyl-7-morpholinoisoxazolo[4,5-d]pyrimidin-5-yl)benzoic acid methyl ester